ClC1=C(C=C2C(=N1)C=C(N2COCC[Si](C)(C)C)CN2C(C1=CC(=CC(=C1C21C(N(CC1)C)=O)C)F)=O)F 2-((5-chloro-6-fluoro-1-((2-(trimethylsilyl)ethoxy)methyl)-1H-pyrrolo[3,2-b]pyridin-2-yl)methyl)-5-fluoro-1',7-dimethylspiro[isoindoline-1,3'-pyrrolidine]-2',3-dione